methyl O-(cyclohexylmethyl)-N-((S)-2-((S)-2,2-dimethylcyclopropane-1-carbonyl)-2,6-diazaspiro[3.4]octane-8-carbonyl)-L-threoninate C1(CCCCC1)CO[C@@H]([C@H](NC(=O)[C@@H]1CNCC12CN(C2)C(=O)[C@@H]2C(C2)(C)C)C(=O)OC)C